CNC1=CC=C(C=C1C)N N,6-dimethyl-p-phenylenediamine